FC(CCCCN1C[C@@H]([C@H]([C@@H]([C@H](C1)O)O)O)O)COCC=1N=C(OC1)C1=CC=C(C=C1)C (3S,4R,5R,6S)-1-(5-fluoro-6-{[2-(4-methylphenyl)-1,3-oxazol-4-yl]methoxy}hexyl)-3,4,5,6-azepanetetrol